C1(CC1)C1=C(C(N(O1)C(C)(C)C)C1=C(C=CC=C1Cl)Cl)COC1C(CN(CC1)C1=CC=C(C=C1)I)(F)F 5-cyclopropyl-3-(2,6-dichlorophenyl)-4-(((3,3-difluoro-1-(4-iodophenyl)piperidin-4-yl)oxy)methyl)tert-butylisoxazole